NC1=C(C=CC=C1)N(S(=O)(=O)C1CC1)C N-(2-aminophenyl)-N-methylcyclopropane-sulfonamide